tert-butyl 4-{4-[(4-{1-[(tert-butoxy)carbonyl]-1,2,3,6-tetrahydropyridin-4-yl}-3-methoxyphenyl)carbamoyl]-2-chlorophenyl}-1,2,3,6-tetrahydropyridine-1-carboxylate C(C)(C)(C)OC(=O)N1CCC(=CC1)C1=C(C=C(C=C1)NC(=O)C1=CC(=C(C=C1)C=1CCN(CC1)C(=O)OC(C)(C)C)Cl)OC